FC=1C(=NC=C(C1C=1C[C@H](CN(CC1)C(=O)OC(C)(C)C)O)OC)NC1=NC(=CC(=C1)NC)C |r| tert-butyl rac-(3R)-5-[3-fluoro-5-methoxy-2-[[6-methyl-4-(methylamino)-2-pyridyl]amino]-4-pyridyl]-3-hydroxy-2,3,4,7-tetrahydroazepine-1-carboxylate